BrC1=CC(=C(C(=O)OC)C(=C1)OC)NCC1=C(C=C(C=C1)OC)OC methyl 4-bromo-2-((2,4-dimethoxybenzyl) amino)-6-methoxybenzoate